C(#N)C1=CC(=C(C=C1)C1(OC2=C(O1)C=CC=C2N2CCN(C1CC21)CC2=NC1=C(N2CC2=CN=CS2)C=C(C=C1)C(=O)O)C)F 2-((5-(2-(4-Cyano-2-fluorophenyl)-2-methylbenzo[d][1,3]dioxol-4-yl)-2,5-diazabicyclo[4.1.0]hept-2-yl)methyl)-1-(thiazol-5-ylmethyl)-1H-benzo[d]imidazole-6-carboxylic acid